1-(2,3-diphenylquinolin-6-yl)-3-(pyridin-2-yl)urea C1(=CC=CC=C1)C1=NC2=CC=C(C=C2C=C1C1=CC=CC=C1)NC(=O)NC1=NC=CC=C1